O=C1N(C(C2=CC=CC=C12)=O)[C@H](C(=O)N)CC(C)C (S)-2-(1,3-dioxoisoindolin-2-yl)-4-methylpentanamide